C(C)(C)(C)OC(N(CC1=CC(=C2C=CC=NC2=C1C)C1=CC=C(C=C1)OC(F)(F)F)C(=O)OC(C)(C)C)=O N-tert-Butoxycarbonyl-N-[[8-methyl-5-[4-(trifluoromethoxy)phenyl]-7-quinolinyl]methyl]carbamic acid tert-butyl ester